(R)-4-cyano-N-(4-(3-cyanophenyl)pyridin-2-yl)morpholine-2-carboxamide C(#N)N1C[C@@H](OCC1)C(=O)NC1=NC=CC(=C1)C1=CC(=CC=C1)C#N